cyclopenta[a]phenanthren-3-yl (3-aminopropyl)(4-((3-aminopropyl)amino)butyl)carbamate trihydrochloride Cl.Cl.Cl.NCCCN(C(OC=1C=CC2=C3C=CC=4C=CCC4C3=CC=C2C1)=O)CCCCNCCCN